C1(=C2N(C=N1)CCC2)[C@H](C(=O)NC=2SC=CN2)N2C(C1=CC(=CC(=C1C2)C(F)(F)F)C2=CC=C(C=C2)C2CCN(CC2)CC)=O |r| (2RS)-2-(6,7-Dihydro-5H-pyrrolo[1,2-c]imidazol-1-yl)-2-[6-[4-(1-ethyl-4-piperidyl)phenyl]-1-oxo-4-(trifluoromethyl)isoindolin-2-yl]-N-thiazol-2-yl-acetamide